6-chloro-5-cyclopropyl-3-[(1,5-dimethylpyrazol-4-yl)amino]pyrazine-2-carboxamide ClC1=C(N=C(C(=N1)C(=O)N)NC=1C=NN(C1C)C)C1CC1